C(CC)(=O)C=1C=C(C=CC1)C1CCNCC1 4-(3-propionylphenyl)piperidine